C(C1=CN=CC=C1)(=O)OC1=C(C(=CC(=C1)Br)C=NC1=C(C(=CC=C1)Cl)Cl)O 5-bromo-3-((2,3-dichlorophenylimino)-methyl)-2-hydroxyphenyl nicotinate